FC1CN(C1)C(C#CCN1CC(CC1)C(=O)NC)=O 1-(4-(3-fluoroazetidin-1-yl)-4-oxobut-2-yn-1-yl)-N-methylpyrrolidine-3-carboxamide